(3R,4R,5R)-2-(4-acetamidopyrrolo[2,1-f][1,2,4]triazin-7-yl)-5-(acetoxymethyl)-2-hydroxytetrahydrofuran-3,4-diyl diacetate C(C)(=O)O[C@H]1C(O[C@@H]([C@H]1OC(C)=O)COC(C)=O)(O)C1=CC=C2C(=NC=NN21)NC(C)=O